O1C(=CC2=C1C=CC=C2)C(=O)N2[C@H](CN(CC2)C(=O)C2=NN1C(N=CC=C1C1=CC(=C(C=C1)OC)OC)=C2)C (S)-(4-(benzofuran-2-carbonyl)-3-methylpiperazin-1-yl)(7-(3,4-dimethoxyphenyl)pyrazolo[1,5-a]pyrimidine-2-yl)methanone